F[C@@H]1[C@H](N(C[C@@H](C1)C)C(C(=O)NC=1C=C(C=NC1)C(=O)N)=O)C1=CC=C(C=C1)F 5-[[2-[(2R,3S,5R)-3-Fluoro-2-(4-Fluorophenyl)-5-methyl-1-piperidyl]-2-oxo-acetyl]amino]pyridine-3-carboxamide